COC(=O)C1=CC2=C(N(C(=N2)NC=2SC3=C(N2)C=CC(=C3)OC(F)(F)F)CC)C=C1 1-Ethyl-2-(6-trifluoromethoxy-benzothiazol-2-ylamino)-1H-benzoimidazole-5-carboxylic acid methyl ester